ethyl-N'-phenylformamidine C(C)C(=NC1=CC=CC=C1)N